2,4-bis(4-aminoanilino)-6-ethylamino-1,3,5-triazine NC1=CC=C(NC2=NC(=NC(=N2)NC2=CC=C(C=C2)N)NCC)C=C1